5-((2-(azetidin-1-ylmethyl)-6-fluorobenzyl)amino)-N-(6-fluoropyridin-2-yl)-4-methylpyridine-2-sulfonamide N1(CCC1)CC1=C(CNC=2C(=CC(=NC2)S(=O)(=O)NC2=NC(=CC=C2)F)C)C(=CC=C1)F